FC=1C(=NC(=NC1)NC1CCN(CC1)C(=O)C1(CCN(CC1)C(=O)OC(C)(C)C)O)C1=CC(=CC=C1)N1C(C=CC=C1)=O tert-butyl 4-(4-((5-fluoro-4-(3-(2-oxopyridin-1(2H)-yl)phenyl)pyrimidin-2-yl)amino)piperidine-1-carbonyl)-4-hydroxypiperidine-1-carboxylate